C(C)SCCSCCN1C(CCC1)=O 1-[2-(2-ethylsulfanylethylthio)ethyl]pyrrolidin-2-one